CN([C@H]1CCCC=2C=CC=NC12)C[C@@H]1N(CC2=CC=CC(=C2C1)N1[C@@H](COCC1)C)C(=O)OC(C)(C)C tert-butyl (R)-3-((methyl((S)-5,6,7,8-tetrahydroquinolin-8-yl)amino)methyl)-5-((R)-3-methylmorpholino)-3,4-dihydroisoquinoline-2(1H)-carboxylate